COC[C@H](COC=1C(=NC(=NC1Cl)Cl)Cl)NC(OCCCC)=O butyl N-[(1R)-1-(methoxymethyl)-2-(2,4,6-trichloro pyrimidin-5-yl)oxy-ethyl]carbamate